BrC=1N=C(NC1C1=CC=CC=C1)C(F)(F)F 4-bromo-5-phenyl-2-(trifluoromethyl)-1H-imidazole